N,N,N'-trimethyl-oxamide CN(C(=O)C(=O)NC)C